FC1=C(C=CC=C1NS(=O)(=O)CCC)C=1C(=NN(C1)C1=CC=C(C=C1)C1CCN(CC1)C(=O)OC(C)(C)C)C1=CC=NC=C1 tert-butyl 4-(4-{4-[2-fluoro-3-(propane-1-sulfonamido)phenyl]-3-(pyridin-4-yl)pyrazol-1-yl}phenyl)piperidine-1-carboxylate